C1(=CC=CC=C1)N1C=2C=CC(=CC2C2(C3=CC=CC=C3C=3C=CC=CC23)C2=CC(=CC=C12)C#N)C#N 10-phenyl-10H-spiro[acridine-9,9-fluorene]-2,7-dicarbonitrile